(5-bromo-2-methoxyphenyl)(3-hydroxy-3-methylpyrrolidin-1-yl)methanone tert-butyl-5-[methoxy(methyl)carbamoyl]-2-phenyl-piperidine-1-carboxylate C(C)(C)(C)OC(=O)N1C(CCC(C1)C(N(C)OC)=O)C1=CC=CC=C1.BrC=1C=CC(=C(C1)C(=O)N1CC(CC1)(C)O)OC